N1C(=NC=C1)C#N 1H-imidazol-2-nitrile